O=C1NC(CCC1N1C(C2=CC=C(C=C2C1)C#CC1=CC=CN=N1)=O)=O 6-((2-(2,6-dioxopiperidin-3-yl)-1-oxoisoindoline-5-yl)ethynyl)pyridazine